[Pt+2].Cl[C@]1([C@](CCCC1)(N)Cl)N cis-dichloro-((1r,2r)-(-)-1,2-cyclohexanediamine) platinum (II)